C(C)(C)(C)[Si](OCCOC=1N(N=CC1B1OC(C(O1)(C)C)(C)C)C)(C)C tert-butyl-dimethyl-[2-[2-methyl-4-(4,4,5,5-tetramethyl-1,3,2-dioxaborolan-2-yl)pyrazol-3-yl]oxyethoxy]silane